FC1=C(C(=CC(=C1)C(=O)C1=CC=C2C(=CC=CN12)C1=C(C2=C(N(C(=N2)C)C)C=C1C)OC)F)C(C(=O)N)=CC 2,6-difluoro-4-(8-(4-methoxy-1,2,6-trimethyl-1H-benzo[d]imidazol-5-yl)indolizine-3-carbonyl)phenyl-but-2-enamide